O1[C@H](COCC1)CN1N=C2C3=C(C[C@H](C2=C1)C)OC(=C3C(F)(F)F)C(=O)NCC=3C=NC(=NC3)C(F)(F)F (4R)-2-{[(2S)-1,4-Dioxan-2-yl]methyl}-4-methyl-8-(trifluoromethyl)-N-{[2-(trifluoromethyl)pyrimidin-5-yl]methyl}-4,5-dihydro-2H-furo[2,3-g]indazol-7-carboxamid